C(C)C1=C(NC2=CC=C(C=C12)C1CCNCC1)C1=CC=2C(C=N1)=NN(C2)C 5-(3-ethyl-5-(piperidin-4-yl)-1H-indol-2-yl)-2-methyl-2H-pyrazolo[3,4-c]pyridine